FC1=C(C=CC(=C1)F)C1=NN=C(S1)C(=O)N1[C@@H](C2=C([C@H](C1)C=1C=NN(C1)C)C=CS2)C |r| [5-(2,4-difluorophenyl)-1,3,4-thiadiazol-2-yl]-[rac-(4R,7R)-7-methyl-4-(1-methylpyrazol-4-yl)-5,7-dihydro-4H-thieno[2,3-c]pyridin-6-yl]methanone